phenyl-(2-naphthyl)diphenyl-phosphine oxide C1(=CC=CC=C1)C1=C(C=CC=C1)P(C1=CC=CC=C1)(C1=CC2=CC=CC=C2C=C1)=O